Isopropyl-carbamic acid 3-{4-[4-methyl-3-(4-pyridin-3-yl-pyrimidin-2-ylamino)-phenylcarbamoyl]-phenyl}-piperidin-1-ylmethyl ester CC1=C(C=C(C=C1)NC(=O)C1=CC=C(C=C1)C1CN(CCC1)COC(NC(C)C)=O)NC1=NC=CC(=N1)C=1C=NC=CC1